ClC1=C(C=NNC1=O)NC[C@@]1(COCCC1)F 5-chloro-4-[[(3S)-3-fluorotetrahydropyran-3-yl]methylamino]-1H-pyridazin-6-one